3-(5-(4-((1-(methoxymethyl)-2-azaspiro[3.3]heptan-2-yl)methyl)pyridin-2-yl)-1-oxoisoindolin-2-yl)piperidine COCC1N(CC12CCC2)CC2=CC(=NC=C2)C=2C=C1CN(C(C1=CC2)=O)C2CNCCC2